NC=1C=2N(C=CN1)C(=C(C2C2=CC=C(C=C2)OC)C2=CCC1(CCN(CC1)C(C=C)=O)CC2)C 1-(9-(1-amino-8-(4-methoxyphenyl)-6-methylpyrrolo[1,2-a]pyrazin-7-yl)-3-azaspiro[5.5]undec-8-en-3-yl)prop-2-en-1-one